5-(aminomethyl)-3-ethyl-1-[4-(trifluoromethyl)phenyl]Pyrimidine-2,4-dione NCC=1C(N(C(N(C1)C1=CC=C(C=C1)C(F)(F)F)=O)CC)=O